1λ6-thiane-4-carboxamide [SH4]1CCC(CC1)C(=O)N